1-(2-(4-(4-(methylsulfonyl)phenyl)-1H-imidazol-2-yl)piperidin-1-yl)-2-(methylthio)propan-1-one palladium [Pd].CS(=O)(=O)C1=CC=C(C=C1)C=1N=C(NC1)C1N(CCCC1)C(C(C)SC)=O